C(C)OC(=O)C1=CC=C(C=C1)C12C(C(C1)(C2)C(=O)OC(C)C)B2OC(C(O2)(C)C)(C)C isopropyl 3-(4-(ethoxycarbonyl)phenyl)-2-(4,4,5,5-tetramethyl-1,3,2-dioxaborolan-2-yl)bicyclo[1.1.1]pentane-1-carboxylate